C1(CCCCC1)C[C@H](C(=O)N1CC([C@@](CC1)(O)CN1C(C=C(C(=C1)C(=O)N1C[C@H](NCC1)C)C1=CC=CC=C1)=O)(C)C)C 1-(((R)-1-((R)-3-cyclohexyl-2-methylpropanoyl)-4-hydroxy-3,3-dimethylpiperidin-4-yl)methyl)-5-((R)-3-methylpiperazine-1-carbonyl)-4-phenylpyridin-2(1H)-one